pyrazolo[1,5-a]pyrimidin-6-one N1=CC=C2N1CC(C=N2)=O